Tert-butyl (±)-rel-(1R,2S,5S)-2-(hydroxymethyl)-3,8-diazabicyclo[3.2.1]octane-8-carboxylate OC[C@@H]1[C@H]2CC[C@@H](CN1)N2C(=O)OC(C)(C)C |r|